C(CC(=O)C)(=O)[C@@]1([C@H](O)[C@H](O)[C@@H](CO)O1)N1C(=O)NC(=O)C=C1 (acetoacetyl)uridine